tert-butyl 4-(2,4-dioxo-3,4-dihydropyrimidin-1(2H)-yl)piperidine-1-carboxylate O=C1N(C=CC(N1)=O)C1CCN(CC1)C(=O)OC(C)(C)C